ethyl 4-((3-chloro-4-fluorophenyl) amino)-6-acetylamino-benzothiophene-2-carboxylate ClC=1C=C(C=CC1F)NC1=CC(=CC2=C1C=C(S2)C(=O)OCC)NC(C)=O